(2R)-2-{6-[5-chloro-2-(methylamino)pyrimidin-4-yl]-1-oxo-2,3-dihydro-1H-isoindol-2-yl}-N-[(1R)-1-[6-(4-methylpiperazin-1-yl)pyridin-2-yl]ethyl]propanamide ClC=1C(=NC(=NC1)NC)C1=CC=C2CN(C(C2=C1)=O)[C@@H](C(=O)N[C@H](C)C1=NC(=CC=C1)N1CCN(CC1)C)C